6-bromo-N'-(2-chloro-5-fluoro-phenyl)-4-[[(1S,5R)-8-(2-cyanoethyl)-8-azabicyclo[3.2.1]octan-3-yl]amino]pyrrolo[1,2-b]pyridazine-3-carboxamidine BrC=1C=C2N(N=CC(=C2NC2C[C@@H]3CC[C@H](C2)N3CCC#N)C(=NC3=C(C=CC(=C3)F)Cl)N)C1